(6-fluoro-1-methyl-[1,2,4]triazolo[4,3-a]quinazolin-5-yl)-9-(4,4,4-trifluoro-3,3-dimethylbut-1-yn-1-yl)-2,3,4,5-tetrahydrobenzo[b][1,4]oxazepine FC1=C2C(=NC=3N(C2=CC=C1)C(=NN3)C)C3CCNC1=C(O3)C(=CC=C1)C#CC(C(F)(F)F)(C)C